ClC=1C=C(C2=CC(=CC=C2C1)OCCOCC)CCNC(C)=O N-(2-(3-chloro-7-(2-ethoxyethoxy)naphthalen-1-yl)ethyl)acetamide